(R)-4-(N-((5-cyclohexylpyrazin-2-yl)methyl)-1-((2,3,4,6-tetrafluorophenyl)sulfonyl)azetidine-2-carboxamido)-2-hydroxybenzoic acid C1(CCCCC1)C=1N=CC(=NC1)CN(C(=O)[C@@H]1N(CC1)S(=O)(=O)C1=C(C(=C(C=C1F)F)F)F)C1=CC(=C(C(=O)O)C=C1)O